1-(2,7-diazaspiro[4.4]non-2-yl)ethan-1-one C1N(CCC12CNCC2)C(C)=O